C(=O)[O-].C1=C(C=CC=2C(C3=CC=CC=C3C(C12)=O)=O)C(C)C=1NC=C[NH+]1 1-(anthraquinone-2-yl)ethylimidazolium formate